ClC1=C(C(=CC=C1)C)NC(=O)C1=CN=C(S1)NC1=NC(=NC(=C1)N1CCC(CC1)N1CCN(CC1)CC1=CC=C(C=C1)NC1C(NC(CC1)=O)=O)C N-(2-chloro-6-methylphenyl)-2-((6-(4-(4-(4-((2,6-dioxopiperidin-3-yl)amino)benzyl)piperazin-1-yl)piperidin-1-yl)-2-methylpyrimidin-4-yl)amino)thiazole-5-carboxamide